CN(C(OC(C)(C)C)=O)CCCCC=O tert-butyl methyl(5-oxopentyl)carbamate